L-SERINE HYDROCHLORIDE Cl.N[C@@H](CO)C(=O)O